1-oxaspiro[4.5]decane-8-carboxylic acid O1CCCC12CCC(CC2)C(=O)O